N,N-dimethyl-5-[[(3S)-1-[2-oxo-2-[(2S,4S)-2-cyano-4-fluoro-pyrrolidin-1-yl]ethyl]pyrrolidin-3-yl]amino]quinoline-8-carboxamide CN(C(=O)C=1C=CC(=C2C=CC=NC12)N[C@@H]1CN(CC1)CC(N1[C@@H](C[C@@H](C1)F)C#N)=O)C